(S)-N-(4-(4-amino-(4-phenoxyphenyl)-1H-pyrazolo[3,4-d]pyrimidin-1-yl)cyclohexyl)-2-(methylamino)butanamide hydrochloride Cl.NC1=C2C(=NC=N1)N(N=C2C2=CC=C(C=C2)OC2=CC=CC=C2)C2CCC(CC2)NC([C@H](CC)NC)=O